CNC=1N=CC(=C2C=C(N=CC12)NC(=O)C1CC12CC2)C2=NN1C(C=CC(=C1)N1CCOCC1)=N2 N-(8-(methylamino)-5-(6-morpholino-[1,2,4]triazolo[1,5-a]pyridin-2-yl)-2,7-naphthyridin-3-yl)spiro[2.2]pentane-1-carboxamide